(RS)-2-Ethylhexyl 3-((2-(((1R*,3R*)-3-(2-((tert-butyldiphenylsilyl)oxy)ethyl)cyclohexyl)oxy)-6-methylpyridin-3-yl)sulfonyl)propanoate [Si](C1=CC=CC=C1)(C1=CC=CC=C1)(C(C)(C)C)OCC[C@@H]1C[C@@H](CCC1)OC1=NC(=CC=C1S(=O)(=O)CCC(=O)OC[C@@H](CCCC)CC)C |o1:20,22,&1:42|